ClC=1C=C(C=CC1)NC1=NC=2C=C(C=CC2C=2N1C=CN2)C(=O)OC Methyl 5-((3-chlorophenyl)amino)imidazo[1,2-c]quinazoline-8-carboxylate